7-fluoro-N-(2-fluoroethyl)-1-methyl-1,2-dihydro-3H-benzo[e]indole-3-carboximidamide FC1=CC2=C(C=3C(CN(C3C=C2)C(NCCF)=N)C)C=C1